acryloxyheptylfluorodimethylsilane C(C=C)(=O)OCCCCCCC[Si](C)(C)F